CNC.CNC.CNC.CNC.CNC.[Ta] tantalum pentakis(dimethylamine)